C(=C)[Si](N(C(=N)N)C=C)(N(C(=N)N)C=C)N(C(=N)N)C=C vinyltris-(vinylguanidino)silane